OB1N(N=CC2=C1C=CC=C2)C=2C=C(C(=O)OCC)C=CC2 ethyl m-(1-hydroxy-1,2-dihydro-2,3,1-benzodiazaborinin-2-yl)benzoate